C(#N)CCC#CC1=CC(=C(N1C1=CC=C(C#N)C=C1)C)C(CN1C2[C@@H](CC1CC2)O)=O (±)-4-(5-(4-Cyanobut-1-yn-1-yl)-3-(2-((2R)-2-hydroxy-7-azabicyclo[2.2.1]heptan-7-yl)acetyl)-2-methyl-1H-pyrrol-1-yl)benzonitrile